ClC=1C=C(C(=C(C1)[C@H](C(=O)O)N1C[C@@H](CC1)OCCCCCC1=NC=2NCCCC2C=C1)OC)CC1CC1 (R)-2-(5-chloro-3-(cyclopropylmethyl)-2-methoxyphenyl)-2-((R)-3-((5-(5,6,7,8-tetrahydro-1,8-naphthyridin-2-yl)pentyl)oxy)pyrrolidin-1-yl)acetic acid